(Z)-7-Tetradecenyl acetate C(C)(=O)OCCCCCC\C=C/CCCCCC